FC1=C(C(=CC(=C1)C(=C)C)F)B1OC(C(O1)(C)C)(C)C 2-(2,6-Difluoro-4-(prop-1-en-2-yl)phenyl)-4,4,5,5-tetramethyl-1,3,2-dioxaborolane